COCCOCOC1=C(C=C(C=C1)N1C(C2=CC=C(C=C2CC1)C1=CC(=CC(=C1)C(F)(F)F)C1=NC=CC=N1)=O)NS(=O)(=O)C N-(2-((2-methoxyethoxy)methoxy)-5-(1-oxo-6-(3-(pyrimidin-2-yl)-5-(trifluoromethyl)phenyl)-3,4-dihydroisoquinolin-2(1H)-yl)phenyl)methanesulfonamide